Fmoc-2,6-dimethyltyrosine C(=O)(OCC1C2=CC=CC=C2C2=CC=CC=C12)N[C@@H](CC1=C(C=C(C=C1C)O)C)C(=O)O